C(C)(C)(C)OC(NC1=NC=CC(=C1)C=1C=C2C(=NNC2=C(C1)Br)N)=O (4-(3-Amino-7-bromo-1H-indazol-5-yl)pyridin-2-yl)carbamic acid tert-butyl ester